C(C)OC1=C(C(=CC(=C1)CN1CCN(CC1)S(=O)(=O)C1=CC=C(C=C1)OC(F)(F)F)OCC)C1=CC=C(C=C1)F 1-((2,6-diethoxy-4'-fluoro-[1,1'-biphenyl]-4-yl)methyl)-4-((4-(trifluoromethoxy)phenyl)sulfonyl)piperazine